2,5-diaminocyclohexanecarboxylic acid NC1C(CC(CC1)N)C(=O)O